N-[(1S)-1-[[(3-amino-3-oxo-propyl)-(2-chloro-2-fluoro-acetyl)amino]carbamoyl]-3-methyl-butyl]carbamic acid benzyl ester C(C1=CC=CC=C1)OC(N[C@@H](CC(C)C)C(NN(C(C(F)Cl)=O)CCC(=O)N)=O)=O